CC1(OC2=C(CO1)C=C(C=C2)C(C)O)C 1-(2,2-dimethyl-4H-benzo[1,3]dioxin-6-yl)ethanol